N-[(1R)-1-(4-cyclopropanesulfonamidopyridin-2-yl)propyl]-5-(6-ethoxypyrazin-2-yl)-1,3-thiazole-2-carboxamide C1(CC1)S(=O)(=O)NC1=CC(=NC=C1)[C@@H](CC)NC(=O)C=1SC(=CN1)C1=NC(=CN=C1)OCC